ClCC=1C(=NN(C1Cl)CC)C1CC1 4-(chloromethyl)-5-chloro-3-(cyclopropyl)-1-ethyl-1H-pyrazole